CC1C=C(CCN1C(=O)OC(C)(C)C)OS(=O)(=O)C(F)(F)F tert-butyl 6-methyl-4-(((trifluoromethyl)sulfonyl)oxy)-3,6-dihydropyridine-1(2H)-carboxylate